FC1=C(C=CC(=C1)F)[C@H](C)NC(CN1C(NC2=NC=NC=C2C1=O)=O)=O (S)-N-(1-(2,4-difluorophenyl)ethyl)-2-(2,4-dioxo-1,4-dihydropyrimido[4,5-d]pyrimidin-3(2H)-yl)acetamide